NC1=NC=2C=CC(=CC2C2=C1[C@@H](OC2)C)C(=O)N(CC2=NC=C(C=C2)C(F)(F)F)C[C@@H]2COCC2 (3S)-4-amino-3-methyl-N-((3R)-tetrahydro-3-furanylmethyl)-N-((5-(trifluoromethyl)-2-pyridinyl)methyl)-1,3-dihydrofuro[3,4-c]quinoline-8-carboxamide